4-(4-fluoro-1H-indol-1-yl)cyclohexan-1-one FC1=C2C=CN(C2=CC=C1)C1CCC(CC1)=O